C1(=CC=CC=C1)S(=O)(=O)O Benzensulphonic acid